Cl.NC1(CC1)C(=O)NC 1-amino-N-methyl-cyclopropanecarboxamide hydrochloride